FC=1C=C(C(=O)N2C=C(C3=C(C(C2)(C)C)C=C(N3)C(=O)OCC)C(=O)OCC)C=CC1F diethyl 6-(3,4-difluoro-benzoyl)-4,4-dimethyl-1,4,5,6-tetrahydro-pyrrolo[2,3-d]azepin-2,8-dicarboxylate